COC1=CC2=C(C3CC(C(CN3CC2)CC(C)C)=O)C=C1OC 1,3,4,6,7,11b-hexahydro-9,10-dimethoxy-3-(2-methylpropyl)-2H-benzo[a]quinolizin-2-one